C(#N)C1=CC=C(C=C1)[C@H](C)NC(=O)[C@H]1N(C[C@@H](C1)O)C([C@H](C(C)(C)C)NC(OC(C)(C)C)=O)=O tert-butyl ((S)-1-((2S,4R)-2-(((S)-1-(4-cyanophenyl)ethyl)carbamoyl)-4-hydroxypyrrolidin-1-yl)-3,3-dimethyl-1-oxobutan-2-yl)carbamate